(quinoline-4-yl)propanehydrazide N1=CC=C(C2=CC=CC=C12)C(C(=O)NN)C